4-nitro-3,5,6,7-tetrahydro-2H-s-indacen-1-one [N+](=O)([O-])C1=C2CCC(C2=CC=2CCCC12)=O